[2-[[(1S)-2-[(1S,2S)-2-(2,6-dimethylphenyl)-1-methyl-prop-oxy]-1-methyl-2-oxo-ethyl]carbamoyl]-4-methoxy-3-pyridyl] 2-methylpropanoate CC(C(=O)OC=1C(=NC=CC1OC)C(N[C@H](C(=O)O[C@H]([C@@H](C)C1=C(C=CC=C1C)C)C)C)=O)C